ClC=1C=C(C=CC1F)NC(=O)C1=C2CCC(C2=C(C=C1)F)NC([O-])=O (4-((3-chloro-4-fluorophenyl)carbamoyl)-7-fluoro-2,3-dihydro 1H-inden-1-yl)carbamate